CC=1N=C2N(N=C(C=C2C)C=2C=CC=3C(N2)=CN(N3)C3CCNCC3)C1 2,8-dimethyl-6-[2-(4-piperidyl)pyrazolo[4,3-b]pyridin-5-yl]imidazo[1,2-b]pyridazine